BrC1=C(C=C2C(=NC(=NC2=C1OC1CC1)O)O)OC 7-bromo-8-cyclopropoxy-6-methoxyquinazoline-2,4-diol